O1CCN(CC1)C1=CC=C(C=N1)NC1=NC(=NC=C1)C#N 4-[(6-morpholino-3-pyridyl)amino]pyrimidine-2-carbonitrile